FC1=CC=C(C=C1)C=1C=2N(C=C(N1)CNC(C=C)=O)C=CN2 N-((8-(4-fluorophenyl)imidazo[1,2-a]pyrazin-6-yl)methyl)acrylamide